C1(=CC=CC=C1)C1=NOC(=C1C1=CC(=CC=C1)C(F)(F)F)C1=C(C=CC=C1)C(=O)OC 3-phenyl-4-(3-trifluoromethylphenyl)-5-(2-methoxycarbonylphenyl)-isoxazole